(S)-Propane-1,1-d2-1,2-diol C([C@H](C)O)(O)([2H])[2H]